ClC1=C(C=CC=C1)NC=1C=C2C(=NC1)N(N=C2)C=2C=C(SC2C)C(=O)NC2COC2 4-(5-((2-chlorophenyl)amino)-1H-pyrazolo[3,4-b]pyridin-1-yl)-5-methyl-N-(oxetan-3-yl)thiophene-2-carboxamide